tert-Butyl 2-(4-(2-(4-(3-(6-cyano-5-(trifluoromethyl)pyridin-3-yl)-5,5-dimethyl-4-oxo-2-thioxoimidazolidin-1-yl)-2-(1,1-difluoroethyl)phenoxy)ethyl)piperazin-1-yl)acetate C(#N)C1=C(C=C(C=N1)N1C(N(C(C1=O)(C)C)C1=CC(=C(OCCN2CCN(CC2)CC(=O)OC(C)(C)C)C=C1)C(C)(F)F)=S)C(F)(F)F